O=C1NC(CCC1N1C(C2=CC=C(C=C2C1=O)CNC(OC(C)(C)C)=O)=O)=O Tert-butyl N-[[2-(2,6-dioxo-3-piperidyl)-1,3-dioxo-isoindolin-5-yl]methyl]carbamate